4-[5-(3-phenylpyrazol-1-yl)-2-(2-pyridyl)pyrazolo[1,5-a]pyrimidin-7-yl]morpholine C1(=CC=CC=C1)C1=NN(C=C1)C1=NC=2N(C(=C1)N1CCOCC1)N=C(C2)C2=NC=CC=C2